NCCC=1C=NC(=NC1)C1=C(C=C(C#N)C=C1)CC=1N(N=C(C1)N(C)C)C 4-[5-(2-aminoethyl)pyrimidin-2-yl]-3-[[5-(dimethylamino)-2-methylpyrazol-3-yl]methyl]benzonitrile